C1(CC1)C1=NC(=CC=C1OC1CCCCC1)C=1N=NN(C1COC(N(C)CCC(F)F)=O)C (1S,3S)-3-((2-cyclopropyl-6-(5-((((3,3-difluoropropyl)(methyl)carbamoyl)oxy)methyl)-1-methyl-1H-1,2,3-triazol-4-yl)pyridin-3-yl)oxy)cyclohexane